C(C)C(CN1C(=C(C(C2=CC=CC=C12)=O)O)C1=CC=CC=C1)CCCC N-(2-ethylhexyl)-2-phenyl-3-hydroxyquinolin-4-one